C(CCCCCCC\C=C/C\C=C/CCCCC)(=O)O.C(CCCCCCC\C=C/C\C=C/CCCCC)(=O)[O-].[Bi+3].C(CCCCCCC\C=C/C\C=C/CCCCC)(=O)[O-].C(CCCCCCC\C=C/C\C=C/CCCCC)(=O)[O-] bismuth linoleate (linoleic acid) salt